FC1=C(OC2=C3C(=NC=C2)NC=C3C3=C(C=C(C#N)C=C3)OC)C(=CC(=C1)NC=1OCC(C(N1)C)CO)F (+/-)-4-[4-(2,6-difluoro-4-{[5-(hydroxymethyl)-4-methyl-5,6-dihydro-4H-1,3-oxazin-2-yl]amino}phenoxy)-1H-pyrrolo[2,3-b]pyridin-3-yl]-3-methoxybenzonitrile